N1(N=CC=C1)CC1=CC(=C2C(=N1)ON=C2NS(=O)(=O)C2=C(C=CC=C2OC)OC)OC N-(6-((1H-pyrazol-1-yl)methyl)-4-methoxyisoxazolo[5,4-b]pyridin-3-yl)-2,6-dimethoxybenzenesulfonamide